FC1=C(C(=CC=C1)F)C1=CC(N(N=C1C1=C(C(=CC(=C1)OC)OC)[N+](=O)[O-])C)=O 5-(2,6-difluorophenyl)-6-(3,5-dimethoxy-2-nitrophenyl)-2-methyl-3(2H)-pyridazinone